tert-butyl 2-(7-(4-fluoro-2-(2-methoxyethoxy) phenyl)-4-hydroxythieno[3,2-c]pyridin-6-yl)-6,7-dihydropyrazolo[1,5-a]pyrazine-5(4H)-carboxylate FC1=CC(=C(C=C1)C=1C2=C(C(=NC1C1=NN3C(CN(CC3)C(=O)OC(C)(C)C)=C1)O)C=CS2)OCCOC